3-(1-adamantyl)aminobutane-1-sulfonic acid C12(CC3CC(CC(C1)C3)C2)NC(CCS(=O)(=O)O)C